OC=1C(=C(C(=NC1C)NC(=O)C=1NC2=CC(=C(C=C2C1)OC)OC)C)C N-(5-Hydroxy-3,4,6-trimethylpyridin-2-yl)-5,6-dimethoxy-1H-indol-2-carboxamid